C(C=C)(=O)N1CCC(CC1)N1N=CC(=C1)C1=C(C2=C(N=CN=C2N)N1C)C1=CC=C(C(=O)NCC(C)(C)O)C=C1 4-(6-(1-(1-acryloyl-piperidin-4-yl)-1H-pyrazol-4-yl)-4-amino-7-methyl-7H-pyrrolo[2,3-d]pyrimidin-5-yl)-N-(2-hydroxy-2-methylpropyl)benzamide